4-(((1r,4S)-4-ethoxycyclohexyl)ethynyl)-1-(((2S,3S,4S)-3-ethyl-4-fluoro-5-oxopyrrolidin-2-yl)methoxy)-7-methoxyisoquinoline-6-carboxamide C(C)OC1CCC(CC1)C#CC1=CN=C(C2=CC(=C(C=C12)C(=O)N)OC)OC[C@H]1NC([C@H]([C@H]1CC)F)=O